ClC=1C(=C(CNC([C@H](CC2=CC=CC=C2)NC(OC(C)(C)C)=O)=O)C=CC1)F (S)-tert-butyl (1-((3-chloro-2-fluorobenzyl)amino)-1-oxo-3-phenylpropan-2-yl)carbamate